C(C)OC(=O)C1=NC2=CC=CC=C2N=C1SC1=CC(=CC=C1)Br 2-ethoxycarbonyl-3-(3-bromophenylthio)-quinoxaline